3-(3-(3-((2-((3-Bromo-2-methylphenyl)amino)-5-(ethoxycarbonyl)pyrimidin-4-yl)amino)propyl)thioureido)propanoic acid BrC=1C(=C(C=CC1)NC1=NC=C(C(=N1)NCCCNC(NCCC(=O)O)=S)C(=O)OCC)C